tris(p-isocyanatophenyl) thiophosphite P(SC1=CC=C(C=C1)N=C=O)(OC1=CC=C(C=C1)N=C=O)OC1=CC=C(C=C1)N=C=O